C1(=CC=C(C=C1)S(=O)(=O)N1C=CC2=NC=CC=C21)C 1-(p-tolylsulfonyl)pyrrolo[3,2-b]pyridine